2-hydroxy-1-(4-methoxyphenyl)propan-1-one OC(C(=O)C1=CC=C(C=C1)OC)C